C(C1=CC=CC=C1)OC1=C(C(=C2C[C@H](N(C2=C1)C(=O)OC(C)(C)C)CO)F)N(C(C(F)(F)F)=O)CC(=O)OC tert-butyl (2S)-6-(benzyloxy)-4-fluoro-2-(hydroxymethyl)-5-[(2-methoxy-2-oxoethyl)(trifluoroacetyl)amino]-2,3-dihydro-1H-indole-1-carboxylate